3-(1H-1,2,4-triazol-1-yl)propan-1-one N1(N=CN=C1)CCC=O